C[SiH](C)[Si](C1=CC=CC=C1)([SiH](C)C)[SiH](C)C tri(dimethylsilyl)phenylsilane